6-chloro-3-(((S)-1-(2-((1R,5S,6R)-6-((ethylcarbamoyl)oxy)-3-azabicyclo[3.1.0]hexan-3-yl)-3,6-dimethyl-4-oxo-3,4-dihydroquinazolin-8-yl)ethyl)amino)picolinic acid ClC1=CC=C(C(=N1)C(=O)O)N[C@@H](C)C=1C=C(C=C2C(N(C(=NC12)N1C[C@@H]2C([C@@H]2C1)OC(NCC)=O)C)=O)C